ethyl 1-methyl-3-(phenylamino)-4-(trifluoromethyl)-1H-pyrazole-5-carboxylate CN1N=C(C(=C1C(=O)OCC)C(F)(F)F)NC1=CC=CC=C1